4-vinyl-trans-1,2-cyclohexanediol C(=C)C1CC(C(CC1)O)O